2-[(METHYLCARBAMOYL)AMINO]ACETIC ACID CNC(=O)NCC(=O)O